5-methylene-4-methyl-2-[3-(trifluoromethyl)phenyl]thiazole C=C1C(=NC(S1)C1=CC(=CC=C1)C(F)(F)F)C